The molecule is a hydroxycalciol that consists of vitamin D3 (calciol) bearing additional hydroxy substituents at positions 1, 24 and 25 (with 1S,24S-configuration). C[C@H](CC[C@@H](C(C)(C)O)O)[C@H]1CC[C@@H]\\2[C@@]1(CCC/C2=C\\C=C/3\\C[C@H](C[C@@H](C3=C)O)O)C